(R,Z)-1-((5-bromo-2'-(trifluoromethyl)-[1,1'-biphenyl]-2-yl)sulfonyl)-4-fluoro-N-(4-(methylsulfonyl)but-3-en-2-yl)piperidine-4-carboxamide BrC=1C=CC(=C(C1)C1=C(C=CC=C1)C(F)(F)F)S(=O)(=O)N1CCC(CC1)(C(=O)N[C@H](C)\C=C/S(=O)(=O)C)F